methyl 6-chloro-2-((4-methoxybenzyl) amino)-3-nitrobenzoate ClC1=CC=C(C(=C1C(=O)OC)NCC1=CC=C(C=C1)OC)[N+](=O)[O-]